COC=1C=C(C=CC1)N1N=CC(=C1)CC(=O)OC methyl 2-[1-(3-methoxyphenyl)-1H-pyrazol-4-yl]acetate